Allyl (2R,11aS)-8-((5-bromopentyl)oxy)-2-((tert-butyldimethylsilyl)oxy)-7-methoxy-5-oxo-2,3,11,11a-tetrahydro-1H-benzo[e]pyrrolo[1,2-a][1,4]diazepine-10(5H)-carboxylate BrCCCCCOC=1C(=CC2=C(N(C[C@H]3N(C2=O)C[C@@H](C3)O[Si](C)(C)C(C)(C)C)C(=O)OCC=C)C1)OC